L-(+)-LACTIC ACID C([C@@H](O)C)(=O)O